C(=O)C=1C=CC(=C2CCOC21)C#N 7-formyl-2,3-dihydrobenzofuran-4-carbonitrile